2,4,6-trioxo-hexahydro-pyrimidine O=C1NC(CC(N1)=O)=O